C(C)(=O)NC1=NC=CC(=C1)OC1=C(C=C(C=C1)NC1=C(C(=O)O)C=CC=N1)Cl 2-((4-((2-acetamidopyridin-4-yl)oxy)-3-chlorophenyl)amino)nicotinic acid